C(C1=CC=CC=C1)NC(CC1=NC=C(C=C1)C1=C(C=C(C=C1)OC1CC(C1)N1CCOCC1)Cl)=O N-benzyl-2-(5-(2-chloro-4-((1r,3r)-3-morpholinocyclobutoxy)phenyl)pyridin-2-yl)acetamide